C1(=CC=CC=C1)S(=O)(=O)N\N=C(\N1CCC(CC1)C(=O)OC)/C1=C(C=CC=C1Br)Br methyl 1-[(1E)-(benzenesulfonamidoimino)(2,6-dibromophenyl)methyl]piperidine-4-carboxylate